2-((4-((3-((2-Chloro-4-methylphenoxy)methyl)phenyl)(hydroxy)methyl)piperidin-1-yl)methyl)-1-((1-ethyl-1H-imidazol-5-yl)methyl)-1H-benzo[d]imidazole-6-carboxylic acid ClC1=C(OCC=2C=C(C=CC2)C(C2CCN(CC2)CC2=NC3=C(N2CC2=CN=CN2CC)C=C(C=C3)C(=O)O)O)C=CC(=C1)C